N1(CCOCC1)C1=C(C=CC=C1)N1S(C2=C(C1)C(=CC=C2)F)(=O)=O N-(2-morpholinylphenyl)-4-fluorobenzo[d]isothiazol-1,1-dioxide